C(CCC)[C@]1(CS(C2=C(N(C1)C1=CC=C(C=C1)F)C=C(C(=C2)CSCC(=O)O)OC)(=O)=O)CC |r| racemic-2-(((3-butyl-3-ethyl-5-(4-fluorophenyl)-7-methoxy-1,1-dioxido-2,3,4,5-tetrahydro-1,5-benzothiazepin-8-yl)methyl)thio)acetic acid